methyl (S)-2-((tert-butoxycarbonyl)amino)non-8-enoate C(C)(C)(C)OC(=O)N[C@H](C(=O)OC)CCCCCC=C